[Sn].C(CCCCC(C)C)SC(C(C)C)=S dimethyl-dithioacetic acid isooctyl ester tin